COC1=C(C(=CC=C1)OC)I 2,6-dimethoxyiodobenzene